N2-(4-fluorophenyl)-6-(isoindolin-2-ylmethyl)-1,3,5-triazine-2,4-diamine FC1=CC=C(C=C1)NC1=NC(=NC(=N1)N)CN1CC2=CC=CC=C2C1